C1(=CC=CC=C1)C1CCCC2=CC=CC=C12 1-phenyl-tetralin